C(C1=CC=CC=C1)OCC(CCCCCCCCC)=O 1-(benzyloxy)undecan-2-one